C(C=C)(=O)N1CC2=CC=CC(=C2C2(C1)CC2)C2=C1C(=C(NC1=C(C=C2F)C(=O)N)C)Cl (S)-4-(2'-acryloyl-2',3'-dihydro-1'H-spiro[cyclopropane-1,4'-isoquinolin]-5'-yl)-3-chloro-5-fluoro-2-methyl-1H-indole-7-carboxamide